C1(CCCCC1)S(=O)(=O)NC=1C(=C(C(=CC1)F)C=1C=C2C=NC(=NC2=CC1)NC(C(C)(C)C)=O)F N-(6-(3-(cyclohexanesulfonamido)-2,6-difluorophenyl)quinazolin-2-yl)pivaloamide